CC1(CC1)NC(O[C@H]1CO[C@H](C1)C1=CC(=NN1)NC(=O)C1=CC(=NN1C)[C@H](C(F)(F)F)OC)=O |o1:26| (3R,5R)-5-(3-(1-methyl-3-((R*)-2,2,2-trifluoro-1-methoxyethyl)-1H-pyrazole-5-carboxamido)-1H-pyrazol-5-yl)tetrahydrofuran-3-yl (1-methylcyclopropyl)carbamate